((((4,4-difluorocyclohexyl) oxy) carbonyl) amino) propanoate C(CC)(=O)ONC(=O)OC1CCC(CC1)(F)F